N1(N=CC=C1)C=1SC(=CN1)CNC(=O)N1CC2=C(S(C3=C(C(N2)=O)C=CC=C3)(=O)=O)CC1 N-((2-(1H-pyrazol-1-yl)thiazol-5-yl)methyl)-10-oxo-3,4,10,11-tetrahydrobenzo[f]pyrido[4,3-b][1,4]thiazepine-2(1H)-carboxamide 5,5-dioxide